1-cyclobutyl-4-((2-phenylthiazol-5-yl)methyl)piperazine-2,3-dione C1(CCC1)N1C(C(N(CC1)CC1=CN=C(S1)C1=CC=CC=C1)=O)=O